ClC=1C=C2C3=C(NC2=CC1)[C@@H](N(CC3)C=3N=NN(N3)C)C[C@H]3COCCC3 (1S)-6-chloro-2-(2-methyl-2H-tetrazol-5-yl)-1-{[(3S)-oxan-3-yl]methyl}-2,3,4,9-tetrahydro-1H-pyrido[3,4-b]indole